7-methoxy-benzofuran-2-carboxamide COC1=CC=CC=2C=C(OC21)C(=O)N